6-((3-methoxy-4-((5-methoxypyridin-2-yl)methoxy)phenyl)amino)-3-morpholinoquinoxaline-5-carbonitrile COC=1C=C(C=CC1OCC1=NC=C(C=C1)OC)NC1=C(C=2N=C(C=NC2C=C1)N1CCOCC1)C#N